glycerol-tris(2-iodo isobutyrate) IC(C(=O)OCC(OC(C(C)(C)I)=O)COC(C(C)(C)I)=O)(C)C